6-chloro-2-(2-(dimethylamino)ethyl)pyridazin-3(2H)-one ClC=1C=CC(N(N1)CCN(C)C)=O